2,5-dihydroxybenzoic acid (homogentisate) C(CC=1C(O)=CC=C(O)C1)(=O)O.OC1=C(C(=O)O)C=C(C=C1)O